N-(4-(2-(4-(But-2-ynamido)-1-methyl-1H-pyrazol-3-yl)-3H-imidazo[4,5-b]pyridin-7-yl)-2-chlorobenzyl)-3-(tert-butyl)-1,2,4-oxadiazole-5-carboxamide C(C#CC)(=O)NC=1C(=NN(C1)C)C1=NC=2C(=NC=CC2C2=CC(=C(CNC(=O)C3=NC(=NO3)C(C)(C)C)C=C2)Cl)N1